C(N)(=O)C1=CC=C(C=N1)C=1C(=NC(=CC1C)N1C=NC=C1)C(=O)N (6-carbamoylpyridin-3-yl)-6-(1H-imidazol-1-yl)-4-methylpicolinamide